6-chloro-2-methylquinoline-4-carboxylic acid ClC=1C=C2C(=CC(=NC2=CC1)C)C(=O)O